tert-butyl 2-chloro-1-fluoro-10-methyl-7-oxo-5,6,7,9,10,11-hexahydro-8H-pyrido[3',4':4,5]pyrrolo[2,3-f]isoquinoline-8-carboxylate ClC=1N=CC=2CCC3=C(C2C1F)NC1=C3C(N(CC1C)C(=O)OC(C)(C)C)=O